(S)-2-(2-(1-methyl-1H-pyrazole-4-carbonyl)-6-(3-methyl-1H-pyrrolo[2,3-b]pyridin-5-yl)-1,2,3,4-tetrahydroisoquinolin-8-yl)pyrrolidine-1-carboxylic acid tert-butyl ester C(C)(C)(C)OC(=O)N1[C@@H](CCC1)C=1C=C(C=C2CCN(CC12)C(=O)C=1C=NN(C1)C)C=1C=C2C(=NC1)NC=C2C